6-chloro-4-((4-(hydroxymethyl)phenyl)amino)pyridazine-3-carboxylate ClC1=CC(=C(N=N1)C(=O)[O-])NC1=CC=C(C=C1)CO